1-(1-benzylpiperidin-4-yl)pyrrolidine-2,5-dione C(C1=CC=CC=C1)N1CCC(CC1)N1C(CCC1=O)=O